(4-chloro-2-fluoro-phenyl)-2,3-dimethyl-7-[(2R,4S)-2-[1-(trifluoromethyl)pyrazol-4-yl]tetrahydropyran-4-yl]pyrazino[1,2-a]pyrimidin-4-one ClC1=CC(=C(C=C1)C1=C(N=CC=2N1C(C(=C(N2)C)C)=O)[C@@H]2C[C@@H](OCC2)C=2C=NN(C2)C(F)(F)F)F